3-bromothiophene-2-carbaldehyde O-(2-((1s,3s)-3-acetyl-2,2-dimethylcyclobutyl)acetyl) oxime C(C)(=O)[C@@H]1C([C@@H](C1)CC(=O)ON=CC=1SC=CC1Br)(C)C